NC1=NC=NN2C1=C(N=C2C2CCCC2)C2=CC=C(C=C2)O 4-(4-amino-7-cyclopentylimidazo[5,1-f][1,2,4]triazin-5-yl)phenol